FC1=CC(=C(C=C1C=1C=NNC1)O)C1=NC=C(N=C1)N(C)[C@H]1[C@H]([C@@H]2CC[C@H](C1)N2)F 4-fluoro-2-(5-(((1S,2S,3R,5R)-2-fluoro-8-azabicyclo[3.2.1]octan-3-yl)(methyl)amino)pyrazin-2-yl)-5-(1H-pyrazol-4-yl)phenol